1,1,1,3,3,3-hexafluoro-2-fluoromethoxypropane FC(C(C(F)(F)F)OCF)(F)F